fluoroisoquinoline-3,8-diamine FC1=NC(=CC2=CC=CC(=C12)N)N